CC1=NC(=CC=C1O[C@@H]1C[C@H](CCC1)C(=O)O)C=1N=NN(C1NC(=O)OCC1(CC1)C)C (1S,3S)-3-((2-methyl-6-(1-methyl-5-((((1-methylcyclopropyl)methoxy)carbonyl)amino)-1H-1,2,3-triazol-4-yl)pyridin-3-yl)oxy)cyclohexane-1-carboxylic acid